FC1=CC2=C(N=C(S2)C2=CC=C(N)C=C2)C=C1 4-(6-fluorobenzothiazol-2-yl)aniline